O=C(C(=O)[O-])CC(C)C α-ketoisohexanoate